OC1(COC1)C1=CC=C(C=C1)C(=O)N1CCC(CC1)NC1=NC=C(C=N1)C1=CC=C(C=C1)C(F)(F)F (4-(3-hydroxyoxetan-3-yl)phenyl)(4-((5-(4-(trifluoromethyl)phenyl)pyrimidin-2-yl)amino)piperidin-1-yl)methanone